FC1(CC2(C1)C[C@H](N(CC2)CC2=C1C=CNC1=C(C=C2OC)C)C2=CC=C(C=C2)NC(C2=CC=CC=C2)=O)F (S)-N-(4-(2,2-difluoro-7-((5-methoxy-7-methyl-1H-indol-4-yl)methyl)-7-azaspiro[3.5]nonan-6-yl)phenyl)benzamide